N[C@H](C(=O)N1[C@@H](C[C@H](C1)O)C(=O)NCC1=C(C=C(C=C1)C#C)Cl)C(CCO)(C)C (2S,4R)-1-((S)-2-amino-5-hydroxy-3,3-dimethylpentanoyl)-N-(2-chloro-4-ethynylbenzyl)-4-hydroxypyrrolidine-2-carboxamide